2-(((3-chloro-5-(trifluoromethyl)pyridin-2-yloxy)phenyl)methyl)acrylonitrile ClC=1C(=NC=C(C1)C(F)(F)F)OC1=C(C=CC=C1)CC(C#N)=C